CCCCCCCCCCCCCCCCCCC(=O)O[C@H](COC(=O)CCCCCCC/C=C\CCCCC)COP(=O)(O)OC[C@H](CO)O 1-(9Z-pentadecenoyl)-2-nonadecanoyl-glycero-3-phospho-(1'-sn-glycerol)